COCC1=CC=CC(=N1)CO (6-(methoxymethyl)pyridin-2-yl)methanol